C[Si](CCCSSCCC[Si](OCC)(OCC)C)(OCC)OCC bis-[3-(methyldiethoxysilyl) propyl] disulfide